C(C)(=O)NC1=C(C(=O)NC=2N=NC(=CC2)OC(C)C)C=CC=C1 2-acetamido-N-(6-isopropoxypyridazin-3-yl)benzamide